CC(CC)=CCCC(C)C 3,7-dimethyloct-3-ene